2-[1-[(2R)-2-[(4-hydroxycyclohexyl)oxy]-2-(2-methoxyphenyl)ethyl]-5-methyl-6-(1,3-oxazol-2-yl)-2,4-dioxo-1H,2H,3H,4H-thieno[2,3-d]pyrimidin-3-yl]-2-methylpropanamide OC1CCC(CC1)O[C@@H](CN1C(N(C(C2=C1SC(=C2C)C=2OC=CN2)=O)C(C(=O)N)(C)C)=O)C2=C(C=CC=C2)OC